[Pb].[Ni].[Ti] titanium-nickel-lead